ClC1=C(C=C(C(=C1)Cl)OCCC)NC(COCC(=O)O)=O 2-(2-((2,4-dichloro-5-propoxyphenyl)amino)-2-oxoethoxy)acetic acid